[Al].[Si].[S] SULFUR SILICON ALUMINUM